ClC=1C=C(C=2N(N1)C=CN2)[C@@H]2[C@H](C2)C2CC(C2)(F)F 6-chloro-8-((1S,2R)-2-(3,3-difluorocyclobutyl)cyclopropyl)imidazo[1,2-b]pyridazine